8-(4-bromophenyl)-1,4-dioxa-8-azaspiro[4.5]decane BrC1=CC=C(C=C1)N1CCC2(OCCO2)CC1